OC1=C2C=CC(OC2=CC(=C1C(\C=C\C1=CC(=CC=C1)OC)=O)OC)(C)C (E)-1-(5-hydroxy-7-methoxy-2,2-dimethyl-2H-chromen-6-yl)-3-(3-methoxyphenyl)prop-2-en-1-one